N-tertiary butyl-methacrylamide C(C)(C)(C)NC(C(=C)C)=O